tert-butyl (4S)-2-cyano-4-methyl-6,7-dihydro-4H-pyrazolo[1,5-a]pyrazine-5-carboxylate C(#N)C1=NN2C([C@@H](N(CC2)C(=O)OC(C)(C)C)C)=C1